5-(7-Isopropyl-2,4-dimethyl-benzooxazol-6-yloxy)-pyrimidine-2,4-diamine C(C)(C)C1=C(C=C(C=2N=C(OC21)C)C)OC=2C(=NC(=NC2)N)N